(4-methylphenyl)diphenyl-sulfonium CC1=CC=C(C=C1)[S+](C1=CC=CC=C1)C1=CC=CC=C1